3-((tert-butyldiphenylsilyl)oxy)-5-(2,3-dimethoxyphenyl)pentanoic acid [Si](C1=CC=CC=C1)(C1=CC=CC=C1)(C(C)(C)C)OC(CC(=O)O)CCC1=C(C(=CC=C1)OC)OC